[8-ethyl-7-fluoro-3-(trifluoromethylsulfonyloxy)-1-naphthyl] 2,2-dimethylpropanoate CC(C(=O)OC1=CC(=CC2=CC=C(C(=C12)CC)F)OS(=O)(=O)C(F)(F)F)(C)C